COC1=C(C=CC=C1)C1C(CCCC1)=O 2-(2-methoxyphenyl)cyclohexanone